Cl.FC1=C(C=CC(=C1)F)CCC(=O)O 3-(2,4-difluorophenyl)propanoic acid hydrochloride